1,2-Dimethyl-N-[1-(tetrahydro-2H-pyran-2-yl)-1H-indazol-6-yl]-1H-pyrrole-3-carboxamide CN1C(=C(C=C1)C(=O)NC1=CC=C2C=NN(C2=C1)C1OCCCC1)C